C(C)OC1=CN=CC(=N1)C=1C=CC(=NC1)NC(C(CC)(C1=NC=CC(=C1)N(S(=O)(=O)C1CC1)CC1=CC=C(C=C1)OC)F)=O N-(5-(6-ethoxypyrazin-2-yl)pyridin-2-yl)-2-fluoro-2-(4-(N-(4-methoxybenzyl)cyclopropanesulfonamido)pyridin-2-yl)butanamide